2-(1H-pyrrolo[2,3-b]pyridin-5-yloxy)-4-(4-((4,4-dimethyl-2-(3-methylbicyclo[1.1.1]pentan-1-yl)cyclohex-1-enyl)methyl)piperazin-1-yl)benzoic acid trifluoroacetate FC(C(=O)O)(F)F.N1C=CC=2C1=NC=C(C2)OC2=C(C(=O)O)C=CC(=C2)N2CCN(CC2)CC2=C(CC(CC2)(C)C)C21CC(C2)(C1)C